C[C@H]1[C@@H](C1)C1=NC(=C(C#N)C=C1)NC=1C(=NC=CC1)C |r| 6-((1RS,2RS)-2-methylcyclopropyl)-2-((2-methylpyridin-3-yl)amino)nicotinonitrile